2-(3-Bromo-2-methylphenyl)-6-(difluoromethoxy)benzo[d]oxazole-5-carbaldehyde BrC=1C(=C(C=CC1)C=1OC2=C(N1)C=C(C(=C2)OC(F)F)C=O)C